C(C)(CC)C(COC)(COC)C(C)C 2-sec-butyl-2-isopropyl-1,3-dimethoxypropane